CC=1N=C(SC1C)NC(=O)C1=C(C=CC=C1)NC(CCOCCOCCOCCOCCC=O)=O N-(2-((4,5-dimethylthiazol-2-yl)carbamoyl)phenyl)-16-oxo-4,7,10,13-tetraoxahexadecanamide